N-(3-chloro-8-oxo-5,6,7,8-tetrahydronaphthalen-1-yl)acetamide ClC=1C=C(C=2C(CCCC2C1)=O)NC(C)=O